CC1=C(C=CC=C1C)N1CCN(CC1)C(CN1N=C(C2=C1CCC2)C(=O)N2CC1(CCNC1=O)CCC2)=O 7-(1-{2-[4-(2,3-Dimethylphenyl)piperazin-1-yl]-2-oxoethyl}-1,4,5,6-tetrahydrocyclopenta[c]pyrazol-3-carbonyl)-2,7-diazaspiro[4.5]decan-1-on